BrC=1C=C(C(=NC1)N1CCNCC1)Cl 1-(5-bromo-3-chloro-2-pyridyl)piperazine